FC1(CN(CCC1COC1=CC(=C2C(NC(=NC2=C1)CSC1CCOCC1)=O)F)C(=O)OC(C)(C)C)F tert-butyl 3,3-difluoro-4-(((5-fluoro-4-oxo-2-(((tetrahydro-2H-pyran-4-yl)thio)methyl)-3,4-dihydroquinazolin-7-yl)oxy)methyl)piperidine-1-carboxylate